CC(C)NCC(COC1=CC=CC2=CC=CC=C21)O The molecule is a propanolamine that is propan-2-ol substituted by a propan-2-ylamino group at position 1 and a naphthalen-1-yloxy group at position 3. It has a role as a beta-adrenergic antagonist, an anxiolytic drug, an anti-arrhythmia drug, a vasodilator agent, an antihypertensive agent, a xenobiotic, an environmental contaminant and a human blood serum metabolite. It is a secondary amine, a propanolamine and a member of naphthalenes. It derives from a 1-naphthol.